C(N)(=O)[C@@H]1CN(C[C@H](C1)O)C(=O)OC(C)(C)C trans-tert-butyl 3-carbamoyl-5-hydroxypiperidine-1-carboxylate